C(C)C=1C(=CC(=C(C1)O)F)C1=CC=C2C(=NNC2=C1)C=1NC=C(N1)CN1CCN(CC1)CC 5-Ethyl-4-(3-(4-((4-ethylpiperazin-1-yl)methyl)-1H-imidazol-2-yl)-1H-indazol-6-yl)-2-fluorophenol